C(C)N(C(OC1=C2N(N=CC1=O)[C@H]([C@@H]1N(C2=O)CCC1)[C@H](C1=CC=CC=C1)C1=C(C(=CC=C1)F)F)=O)C (9aR,10S)-10-((R)-(2,3-difluorophenyl)(phenyl)methyl)-3,5-dioxo-3,5,8,9,9a,10-hexahydro-7H-pyrrolo[1',2':4,5]pyrazino[1,2-b]pyridazin-4-yl ethyl(methyl)carbamate